C(C)(=O)N[C@H](C(=O)N[C@H](C(=O)NC1=CC=C(C=C1)C(CC#C)O)C)C(C)C (2S)-2-acetamido-N-((2S)-1-((4-(1-hydroxybut-3-yn-1-yl)phenyl)amino)-1-oxopropan-2-yl)-3-methylbutanamide